S(N)(OCC[C@H]1OC2(O[C@@H]1C1=CC=CC=C1)CCCC2)(=O)=O 2-((2R,3R)-3-phenyl-1,4-dioxaspiro[4.4]nonan-2-yl)ethyl sulfamate